CC1(CC1)C(=O)NCC=1N(C2=CC(=CC=C2C1)CC1=NOC(=C1)C)C(=O)OC(C)(C)C tert-butyl 2-((1-methylcyclopropanecarboxamido)methyl)-6-((5-methylisoxazol-3-yl)methyl)-1H-indole-1-carboxylate